OCCS(=O)(=O)CCO 2-(2-hydroxy-ethylsulfonyl)-ethanol